3-chloro-5-fluoro-cinnolin-7-ol ClC=1N=NC2=CC(=CC(=C2C1)F)O